2-ethyl-5-[1-(2-fluoro-6-methyl-phenyl)-piperidin-4-yl]-7-(2-trifluoromethyl-benzyl)-2,4,5,7-tetrahydro-pyrazolo[3,4-d]pyrimidin-6-one C(C)N1N=C2N(C(N(CC2=C1)C1CCN(CC1)C1=C(C=CC=C1C)F)=O)CC1=C(C=CC=C1)C(F)(F)F